1-[1-[5-chloro-2-(4-piperazin-1-ylphenyl)phenyl]-3-piperidinyl]-5-(trifluoromethyl)pyrazole-4-carboxylic acid ethyl ester C(C)OC(=O)C=1C=NN(C1C(F)(F)F)C1CN(CCC1)C1=C(C=CC(=C1)Cl)C1=CC=C(C=C1)N1CCNCC1